N[C@H](CSC(C(=O)O)CC(=O)NCCCCCC(=O)N1CCN(CC1)CC1=CC(=C(C=C1)CN1C2=NC(=NC(=C2N=C1O)N)OCC)OC)C(=O)O 2-(((S)-2-amino-2-carboxyethyl)thio)-4-((6-(4-(4-((6-amino-2-ethoxy-8-hydroxy-9H-purin-9-yl)methyl)-3-methoxybenzyl)piperazin-1-yl)-6-oxohexyl)amino)-4-oxobutanoic Acid